3-(5-chloro-1-methylindol-3-yl)-4-(3-methoxyphenyl)pyrrole-2,5-dione ClC=1C=C2C(=CN(C2=CC1)C)C=1C(NC(C1C1=CC(=CC=C1)OC)=O)=O